N-(1-(4-((3-aminophenyl)amino)-2-((1-methyl-1H-pyrazol-4-yl)amino)pyrimidin-5-yl)ethyl)-N-benzylacetamide NC=1C=C(C=CC1)NC1=NC(=NC=C1C(C)N(C(C)=O)CC1=CC=CC=C1)NC=1C=NN(C1)C